(R)-N-(1-(5-amino-1,3,4-thiadiazol-2-yl)pyrrolidin-3-yl)thiazole NC1=NN=C(S1)N1C[C@@H](CC1)N1CSC=C1